BrC1=CN=C2C(=N1)N(N=N2)CC=2C=C1C=CC=NC1=CC2 6-((6-bromo-1H-[1,2,3]triazolo[4,5-b]pyrazin-1-yl)methyl)quinoline